tert-butyl-2-(2-(2-(2-(4-(N-((1,2,3,5,6,7-hexahydro-s-indacen-4-yl)carbamoyl)sulfamoyl)phenoxy)ethoxy)ethoxy)ethoxy)acetate C(C)(C)(C)OC(COCCOCCOCCOC1=CC=C(C=C1)S(NC(NC1=C2CCCC2=CC=2CCCC12)=O)(=O)=O)=O